FC1(CCC(CC1)NC=1N=C(C2=C(N1)NC=C2C2=CC=1N(C=C2)N=CC1)OC)F N-(4,4-Difluorocyclohexyl)-4-methoxy-5-(pyrazolo[1,5-a]pyridin-5-yl)-7H-pyrrolo[2,3-d]pyrimidin-2-amine